2-AMINOPYRIDINE-4-BORONIC ACID NC1=NC=CC(=C1)B(O)O